CC(C(=O)Cl)=C 2-Methyl-acryloyl chloride